NC1=CC=C(C=C1)CCN1[C@H](O[C@@H](C1=O)C)C1=CN(C=C1C1=CC=C(C=C1)F)C1=CC=C(C=C1)Br (2r,5r)-3-(4-aminophenylethyl)-2-(1-(4-bromophenyl)-4-(4-fluorophenyl)-1H-pyrrol-3-yl)-5-methyloxazolidin-4-one